O1CCC(=CC1)C1=NN2C(=NC3=C(C2=O)C2(CCNCC2)C[C@H]3C)N1CC(=O)NC1=CC=C(C=C1)C(F)(F)F |o1:22| (R or S)-2-(2-(3,6-dihydro-2H-pyran-4-yl)-5-methyl-8-oxo-5,8-dihydrospiro[cyclopenta[d][1,2,4]triazolo[1,5-a]pyrimidine-7,4'-piperidin]-3(6H)-yl)-N-(4-(trifluoromethyl)phenyl)acetamide